C(=O)(O)C(O)C(O)C(=O)O.N[C@@H](CCO)C (R)-3-amino-1-butanol tartrate